8-(4-(2-fluorobenzyl)piperidine-1-carbonyl)-5,10-dihydro-11H-dibenzo[b,e][1,4]diazepin-11-one FC1=C(CC2CCN(CC2)C(=O)C=2C=CC3=C(NC(C4=C(N3)C=CC=C4)=O)C2)C=CC=C1